3-(N-ethylamino)propyltrimethoxysilane ethyl-5-(2-chloro-5-(isobutyrylaminomethyl)benzoylamino)-1-(ethoxymethyl)-1H-indole-2-carboxylate C(C)OC(=O)C=1N(C2=CC=C(C=C2C1)NC(C1=C(C=CC(=C1)CNC(C(C)C)=O)Cl)=O)COCC.C(C)NCCC[Si](OC)(OC)OC